BrC1=CC=C(COC2=C3N=CNC3=NC=N2)C=C1 6-((4-Bromobenzyl)oxy)-9H-purin